O=C(NCCOCCOCCOCCOCCOCCOCCC(=O)O)C1=CC=C(C=C1)C(C(CS(=O)(=O)C1=CC=C(C)C=C1)CS(=O)(=O)C1=CC=C(C)C=C1)=O 1-oxo-1-(4-(3-tosyl-2-(tosylmethyl)propionyl)phenyl)-5,8,11,14,17,20-hexaoxa-2-azatricosan-23-oic acid